BrC=1C=C(C=CC1)C(C)(CCCC1(CC1)CNC)C1=CN=C(N1)C=1C=C(OC=2C(=C3C=CNC3=CC2F)/C=C/C(=O)O)C=CC1F (E)-3-(5-(3-(5-(2-(3-bromophenyl)-5-(1-((methylamino)methyl)cyclopropyl)pentan-2-yl)-1H-imidazol-2-yl)-4-fluorophenoxy)-6-fluoro-1H-indol-4-yl)acrylic acid